4-((5-fluoropyridin-2-yl)methoxy-d2)-1-(5-methyl-2,3,4,5-tetrahydro-1H-pyrido[4,3-b]indol-7-yl-3,3,4,4-d4)pyridin-2(1H)-one FC=1C=CC(=NC1)C(OC1=CC(N(C=C1)C=1C=CC=2C3=C(N(C2C1)C)C(C(NC3)([2H])[2H])([2H])[2H])=O)([2H])[2H]